di-(o-chlorophenyl)-acetylene ClC1=C(C=CC=C1)C#CC1=C(C=CC=C1)Cl